ClC1=CC=C(C=C1)C1(CCNCC1)C(=O)N1CCN(CC1)C=1C2=C(N=CN1)[C@@H](C[C@H]2C)O (4-(4-chlorophenyl)piperidin-4-yl)(4-((5R,7R)-7-hydroxy-5-methyl-6,7-dihydro-5H-cyclopenta[d]pyrimidin-4-yl)piperazin-1-yl)methanone